2-(5-chloro-2-hydroxyphenyl)-4,5-dimethylimidazole ClC=1C=CC(=C(C1)C=1NC(=C(N1)C)C)O